FC(C1=NN=C(O1)N1C(N(C2=C1C=C(C(=C2)F)S(=O)(=O)NC2(CC2)CF)CC)=O)F 3-[5-(difluoromethyl)-1,3,4-oxadiazol-2-yl]-1-ethyl-6-fluoro-N-[1-(fluoromethyl)cyclopropyl]-2-oxo-benzimidazole-5-sulfonamide